ethyl α-methallyloxymethylacrylate C(C(C)=C)OCC(C(=O)OCC)=C